4-(3-(4-chloro-1H-pyrrolo[2,3-b]pyridin-2-yl)benzyl)morpholine ClC1=C2C(=NC=C1)NC(=C2)C=2C=C(CN1CCOCC1)C=CC2